di(Z-butyl)tellurium C(CCC)[Te]CCCC